2-acetamido-2-(pyridin-3-ylmethyl)malonic acid C(C)(=O)NC(C(=O)O)(C(=O)O)CC=1C=NC=CC1